FC1=CC2=C(OCCN2)C=C1C=1C=CC(=NC1)C(=O)OC methyl 5-(6-fluoro-3,4-dihydro-2H-benzo[b][1,4]oxazin-7-yl)picolinate